C(C)OC(CN1C(N(C2=C1C=C(C=C2Br)C(F)(F)F)C)=O)=O 2-(4-bromo-3-methyl-2-oxo-6-(trifluoromethyl)-2,3-dihydro-1H-benzo[d]imidazol-1-yl)acetic acid ethyl ester